FC(OC=1C=C(C=CC1)C1=CNC=2N=CN=C(C21)N2CCOCC2)(F)F 4-(5-(3-(trifluoromethoxy)phenyl)-7H-pyrrolo[2,3-d]pyrimidin-4-yl)morpholine